COC(C(CCC1=CC=C(C=C1)OCCC)N1CCNCCNCCNCC1)=O 4-(4-propoxyphenyl)-2-(1,4,7,10-tetraazacyclododecane-1-yl)butanoic acid methyl ester